BrC=1C=NN(C1)[C@@H]1C[C@@H](N(CC1)CC1=C2C=CNC2=C(C=C1OC)C)C1=C(C(=O)O)C=CC=C1 (2r,4s)-(4-(4-bromo-1H-pyrazol-1-yl)-1-((5-methoxy-7-methyl-1H-indol-4-yl)methyl)piperidin-2-yl)benzoic acid